2-((3aR,11aS)-6,10-dimethyl-1-(6-methyl-4-(trifluoromethyl)pyridin-2-yl)-2,11-dioxo-1,2,3,3a,4,10,11,11a-octahydro-5H-benzo[b]pyrrolo[2,3-f][1,4]diazocin-5-yl)ethyl methanesulfonate CS(=O)(=O)OCCN1C2=C(N(C([C@@H]3[C@@H](C1)CC(N3C3=NC(=CC(=C3)C(F)(F)F)C)=O)=O)C)C=CC=C2C